3-(1-(4-chlorobenzyl)-3-(cyclobutanecarbonyl)-5-isopropyl-1H-indol-2-yl)-2,2-dimethylpropanoic acid ClC1=CC=C(CN2C(=C(C3=CC(=CC=C23)C(C)C)C(=O)C2CCC2)CC(C(=O)O)(C)C)C=C1